S(OC1=CC=C(C=C1)OCC1=CC=C(C=C1)C1=NC=CN=C1)(=O)(=O)F 4-((4-(pyrazin-2-yl)benzyl)oxy)phenyl sulfurofluoridate